CSC=1N=CC=2N=CN=C(C2N1)NC1=CC=NC=C1 N-[6-(methylsulfanyl)-[1,3]diazino[5,4-d]pyrimidin-4-yl]pyridin-4-amine